BrC=1C=CC=2N(C3=CC=C(C=C3C2C1)Cl)CCNC(OC(C)(C)C)=O tert-Butyl 2-(3-bromo-6-chloro-9H-carbazol-9-yl)ethylcarbamate